2-[3-fluoro-4-[5-(trifluoromethyl)-1,2,4-oxadiazol-3-yl]phenyl]-4,5-dihydro-thiazol-4-amine FC=1C=C(C=CC1C1=NOC(=N1)C(F)(F)F)C=1SCC(N1)N